C(C1=CC=CC=C1)SC[C@@H](CO[Si](C1=CC=CC=C1)(C1=CC=CC=C1)C(C)(C)C)CC=C (R)-((2-((BENZYLTHIO)METHYL)PENT-4-EN-1-YL)OXY)(TERT-BUTYL)DIPHENYLSILANE